C(CCC)(=O)C(C(C(C(=O)[O-])(CCCCCC)CCCCCC)(O)C(=O)[O-])(C(=O)[O-])CCCCCC butyryltri-n-hexyl-citrate